OB1OCC2=C1C=C(C=C2)C(=O)N[C@@H](C)C(=O)OC2=C(C=CC=C2C)C 2,6-Dimethylphenyl (1-hydroxy-1,3-dihydrobenzo[c][1,2]oxaborole-6-carbonyl)-L-alaninate